C(C)(=O)N1CCC(CC1)C1=CC(=C2C(=NC=NN21)N)C2=CC=C(C=C2)C2=C(C(N(C=C2)C2=CC=CC=C2)=O)C(=O)N {4-[7-(1-Acetylpiperidin-4-yl)-4-aminopyrrolo[2,1-f][1,2,4]triazin-5-yl]phenyl}-2-oxo-1-phenyl-1,2-dihydropyridine-3-carboxamide